3-(2-(2-(2-Methoxyethyl)-2H-pyrazolo[3,4-c]pyridin-5-yl)pyridin-4-yl)-5-(trifluoromethyl)-1,2,4-oxadiazole COCCN1N=C2C=NC(=CC2=C1)C1=NC=CC(=C1)C1=NOC(=N1)C(F)(F)F